FC1=CC(=C(OC2=C(C=C(C=C2)S(=O)(=O)C)C=2C3=C(C(N(C2)C)=O)NC(=C3)C(=O)O)C(=C1)C)C 4-[2-(4-fluoro-2,6-dimethylphenoxy)-5-methanesulfonylphenyl]-6-methyl-7-oxo-1H-pyrrolo[2,3-c]pyridine-2-carboxylic acid